N-(trans-4-(difluoromethoxy)cyclohexyl)-5-(3-(2,2-difluoroethyl)-2-methyl-3H-imidazo[4,5-b]pyridin-5-yl)pyrrolo[2,1-f][1,2,4]triazin-2-amine FC(O[C@@H]1CC[C@H](CC1)NC1=NN2C(C=N1)=C(C=C2)C2=CC=C1C(=N2)N(C(=N1)C)CC(F)F)F